dibromo-quinoxaline BrC=1C(=NC2=CC=CC=C2N1)Br